COC(=O)C1=CNC2=NC=C(C(=C21)Cl)C2=CC(=CC=C2)N2C(CNCC2)=O.COC(C(=C)C)=O.CC(=C)C2=CC=CC=C2 α-methylstyrene methyl-methacrylate methyl-4-chloro-5-(3-(2-oxopiperazin-1-yl)phenyl)-1H-pyrrolo[2,3-b]pyridine-3-carboxylate